C(=O)(O)C1=CC=C(C=C1)N1N=C(C=C1)C(=O)O 1-(4-carboxyphenyl)-1H-pyrazole-3-carboxylic acid